N-(2,3-dihydro-1H-inden-2-yl)-3-(1-hydroxycyclohexane-1-carboxamido)pyrazine-2-carboxamide C1C(CC2=CC=CC=C12)NC(=O)C1=NC=CN=C1NC(=O)C1(CCCCC1)O